N-(8,9-difluoro-6-oxo-1,4,5,6-tetrahydro-2H-pyrano[3,4-c]isoquinolin-1-yl)-5-(difluoromethyl)-N-methylindolizine-2-carboxamide FC=1C(=CC=2C3=C(NC(C2C1)=O)COCC3N(C(=O)C=3C=C1C=CC=C(N1C3)C(F)F)C)F